FC(C=1C=CC2=C(SC3=C2C=CC(=C3F)CCC)C1F)(OC1=CC(=C(C(=C1)F)F)F)F 3-[Difluoro-(3,4,5-trifluorophenoxy)-methyl]-4,6-difluoro-7-propyl-dibenzothiophene